(4-(trifluoromethyl)phenyl)-methane-d FC(C1=CC=C(C=C1)C[2H])(F)F